ClC1=C(C=NC2=CC=C(C=C12)F)C(=O)OCC ethyl 4-chloro-6-fluoroquinoline-3-carboxylate